C(C1=CC=CC=C1)OC1=C(C(=CC(=C1)C(F)F)O)C(=O)N1CCC=2C1=CN=CC2 (2-(Benzyloxy)-4-(difluoromethyl)-6-hydroxyphenyl)(2,3-dihydro-1H-pyrrolo[2,3-c]pyridin-1-yl)methanone